COC(=O)C1=CN=C(S1)N1CCN(CC1)S(=O)(=O)C1=C(C=CC=C1F)F [4-(2,6-difluorobenzenesulfonyl)-1-piperazinyl]Thiazole-5-carboxylic acid methyl ester